(S)-N1-ethyl-N6-(1-(2-(1-adamantyl(methyl)amino)-2-oxoethyl)-2-oxo-1,2-dihydropyridin-3-yl)-5-(1-methyl-1H-imidazole-5-carboxamido)-2-oxohexanediamide C(C)NC(C(CC[C@@H](C(=O)NC=1C(N(C=CC1)CC(=O)N(C)C12CC3CC(CC(C1)C3)C2)=O)NC(=O)C2=CN=CN2C)=O)=O